NC1=CC(=C(CCN2C(OC(C2=O)C)C=2C(=NN(C2)C2=CC=C(C=C2)Br)C2=CC=C(C=C2)F)C=C1)F 3-(4-Amino-2-fluorophenethyl)-2-(1-(4-bromophenyl)-3-(4-fluorophenyl)-1H-pyrazol-4-yl)-5-Methyloxazolidin-4-one